FC(CN1N=C(C=2C1=NC(=CN2)N2CC1(C2)CN(CC1)C1=CC(=NC=C1)C(F)(F)F)C)F 2-[1-(2,2-difluoroethyl)-3-methyl-1H-pyrazolo[3,4-b]pyrazin-6-yl]-6-[2-(trifluoromethyl)pyridin-4-yl]-2,6-diazaspiro[3.4]octane